O1CCN(CC1)CC1=CC(=NC(=C1)NC=1SC(=CN1)C(F)(F)F)N[C@@H]1CN(CCC1)C(=O)OC(C)(C)C Tert-Butyl (S)-3-((4-(morpholinomethyl)-6-((5-(trifluoromethyl)thiazol-2-yl)amino)pyridin-2-yl)amino)piperidine-1-carboxylate